OC1=C(C2=C(C=CC=C2C=C1)O)C=O 2,8-dihydroxy-1-naphthaldehyde